2-oxo-2,3-dihydrobenzo[d]oxazole-6-carbaldehyde O=C1OC2=C(N1)C=CC(=C2)C=O